thienyl-aluminum S1C(=CC=C1)[Al]